BrC#CC1=CC=C(C(=O)Cl)C=C1 4-(bromoethynyl)benzoyl chloride